(1R,5S)-1-(5-amino-1-cyclopropyl-pyrazol-3-yl)-3-oxabicyclo[3.1.0]hexan-2-one NC1=CC(=NN1C1CC1)[C@@]12C(OC[C@H]2C1)=O